N1N=C(N=C1)COC1=NC=C(C2=CC=CC=C12)[C@@H](C)N(C(=O)NC1=CC(=C(C=C1)F)Cl)C (R)-1-(1-(1-((1H-1,2,4-triazol-3-yl)methoxy)isoquinolin-4-yl)ethyl)-3-(3-chloro-4-fluorophenyl)-1-methylurea